FC(C1=C(OCC2=C(C=C(C=C2)C2C=3C(NC(C2)=O)=NNC3)OC)C=CC(=C1)C(F)F)F (+)-4-(4-{[2,4-Bis(difluoromethyl)phenoxy]methyl}-3-methoxyphenyl)-2H,4H,5H,6H,7H-pyrazolo[3,4-b]pyridin-6-on